N-(2,2-dimethoxyethyl)-2-(2-(N-(1-(1-(naphthalen-1-yl)ethyl)piperidin-4-yl)methylsulfonamido)acetamido)acetamide COC(CNC(CNC(CN(S(=O)(=O)C)C1CCN(CC1)C(C)C1=CC=CC2=CC=CC=C12)=O)=O)OC